C(C)(C)(C)OCCOC(C)(C)C 2-(2-tert-butoxyethoxy)-2-methyl-propane